FC(C1=C(C=CC=C1)C1=NN2C(=NC=3C=CC=CC3C2=N1)N[C@H]1C(NCCCC1)=O)(F)F (3R)-3-({2-[2-(trifluoromethyl)phenyl][1,2,4]triazolo[1,5-c]quinazolin-5-yl}amino)azepan-2-one